1-(2-(4-(2-(3,4-dimethoxyphenyl)-3-(tetrahydro-2H-pyran-4-yl)-1H-indol-5-yl)piperidin-1-yl)-2-oxoethyl)-N,N-diethylpiperidine-3-carboxamide COC=1C=C(C=CC1OC)C=1NC2=CC=C(C=C2C1C1CCOCC1)C1CCN(CC1)C(CN1CC(CCC1)C(=O)N(CC)CC)=O